3-(3-phenylpropyl)-5-[(2s,4r)-1-[(9H-fluoren-9-yl)methoxycarbonyl]-4-t-butoxypyrrolidin-2-yl]-1,2,4-oxadiazole C1(=CC=CC=C1)CCCC1=NOC(=N1)[C@H]1N(C[C@@H](C1)OC(C)(C)C)C(=O)OCC1C2=CC=CC=C2C=2C=CC=CC12